5-((2R,6S)-2,6-dimethylpiperidin-1-yl)-3-(4-(4-methylpiperazin-1-yl)phenyl)-1H-pyrazolo[4,3-d]pyrimidine C[C@H]1N([C@H](CCC1)C)C=1N=CC2=C(N1)C(=NN2)C2=CC=C(C=C2)N2CCN(CC2)C